BrC1=C(C=C(C=C1)F)CC#N 2-(2-bromo-5-fluorophenyl)acetonitrile